C(#N)C=1C=C(C=CC1)C=1N=C(SC1C1=CC(=NC(=C1)C)C)NC(=O)N1CCC2(CNCCO2)CC1 N-[4-(3-Cyanophenyl)-5-(2,6-dimethyl-4-pyridyl)thiazol-2-yl]-1-oxa-4,9-diazaspiro[5.5]undecan-9-carboxamid